tert-butyl (2S)-4,4-difluoro-2-methyl-pyrrolidine-1-carboxylate FC1(C[C@@H](N(C1)C(=O)OC(C)(C)C)C)F